C(C)(=O)N1CC2(C1)N(C(CN(C2=O)C2=C(C=C(C=C2)Cl)F)=O)[C@@H](C)C2=CC=C(C=C2)C(F)(F)F (S)-2-acetyl-8-(4-chloro-2-fluorophenyl)-5-(1-(4-(trifluoromethyl)phenyl)-ethyl)-2,5,8-triazaspiro-[3.5]nonane-6,9-dione